N-Boc-glycinal C(=O)(OC(C)(C)C)NCC=O